N-(3-fluoro-4-(1,2,3,6-tetrahydropyridin-4-yl)phenyl)-4-(1,2,3,6-tetrahydropyridin-4-yl)-3-(trifluoromethyl)benzamide bistrifluoroacetic acid salt FC(C(=O)O)(F)F.FC(C(=O)O)(F)F.FC=1C=C(C=CC1C=1CCNCC1)NC(C1=CC(=C(C=C1)C=1CCNCC1)C(F)(F)F)=O